3-((4-(2-ethoxyphenyl)piperazin-1-yl)methyl)-6,7-dimethoxy-3-methylisochroman-4-one C(C)OC1=C(C=CC=C1)N1CCN(CC1)CC1(OCC2=CC(=C(C=C2C1=O)OC)OC)C